FC1=CC=C2C(=N1)OCC=1C(=C(C=CC12)C1=CN=NC(=C1)OC)F 3,7-difluoro-8-(6-methoxypyridazin-4-yl)-6H-isochromeno[3,4-b]pyridine